N-[[3-(acetyloxy)-4-methoxy-2-pyridinyl]carbonyl]-L-alanine 1-cyclohexylethyl ester C1(CCCCC1)C(C)OC([C@@H](NC(=O)C1=NC=CC(=C1OC(C)=O)OC)C)=O